(4S,12aS)-1-cyclobutyl-N-[(2,4-difluorophenyl)methyl]-4-methyl-6,8-dioxo-7-[(phenylmethyl)oxy]-1,2,3,4,6,8,12,12a-octahydropyrido[1',2':4,5]pyrazino[1,2-a]pyrimidine-9-carboxamide C1(CCC1)N1[C@H]2N([C@H](CC1)C)C(C=1N(C2)C=C(C(C1OCC1=CC=CC=C1)=O)C(=O)NCC1=C(C=C(C=C1)F)F)=O